NC1=C(C2=C(S1)CC1(CCCC1)CC2)C(=O)N 2-Amino-4,7-dihydro-5H-spiro[benzo[b]thiophene-6,1'-cyclopentane]-3-carboxamide